1,8-bis(phenylthio)-9,10-anthraquinone C1(=CC=CC=C1)SC1=CC=CC=2C(C3=CC=CC(=C3C(C12)=O)SC1=CC=CC=C1)=O